2,4,5-trifluorostyrene FC1=C(C=C)C=C(C(=C1)F)F